4-dimethylamino-2'-hydroxy-4'-methoxy-5'-diethylaminomethyl-chalcone CN(C1=CC=C(C=C1)\C=C\C(=O)C1=C(C=C(C(=C1)CN(CC)CC)OC)O)C